C(C)(C)(C)OC(=O)N1CC2=CC(=CC=C2CC1)C1=NC=NC2=CC(=C(C=C12)OC)OC 7-(6,7-dimethoxy-quinazolin-4-yl)-3,4-dihydro-isoquinoline-2(1H)-carboxylic acid tert-butyl ester